C[C@@H]1N([C@@H](CNC1)C)CC1CCN(CC1)C=1C=CC=C2C(=NN(C12)C)C1C(NC(CC1)=O)=O 3-(7-(4-(((2S,6r)-2,6-dimethylpiperazin-1-yl)methyl)piperidin-1-yl)-1-methyl-1H-indazol-3-yl)piperidine-2,6-dione